COC(=O)C=1N=C(C=2N(C1)N=C(C2C)C2=CC=1C(=NC=CC1)N2CC2CC2)OC Methyl-2-(1-(cyclopropylmethyl)-1H-pyrrolo[2,3-b]pyridin-2-yl)-4-methoxy-3-methylpyrazolo[1,5-a]pyrazine-6-carboxylate